1-(2,6-dimethyl-4-(1-phenylazetidin-3-yl)-benzyl)piperidine-4-carboxylic acid formate salt C(=O)O.CC1=C(CN2CCC(CC2)C(=O)O)C(=CC(=C1)C1CN(C1)C1=CC=CC=C1)C